FC1C(C1)C(=O)NC=1N=C2N(C=C(C=C2)C2=C(C(=CC=C2)F)C(C)C)C1 2-fluoro-N-(6-(3-fluoro-2-isopropylphenyl)imidazo[1,2-a]pyridin-2-yl)cyclopropanecarboxamide